FC=1C=C2C(CC(NC2=CC1C(=O)N)=O)(C)C 6-fluoro-4,4-dimethyl-2-oxo-1,2,3,4-tetrahydroquinoline-7-carboxamide